((1H-pyrrolo[3,2-c]pyridin-2-yl)methyl)-2-(5-((dibenzo[b,d]furan-2-ylmethyl)amino)-2-(4-(oxetan-3-yloxy)phenyl)-6-oxopyrimidin-1(6H)-yl)acetamide N1C(=CC=2C=NC=CC21)CC(C(=O)N)N2C(=NC=C(C2=O)NCC2=CC1=C(OC3=C1C=CC=C3)C=C2)C2=CC=C(C=C2)OC2COC2